(7-((5-Ethyl-6-(trifluoromethyl)pyridin-2-yl)oxy)-2-azaspiro[3.5]nonan-2-yl)((1s,3s)-3-hydroxy-3-methylcyclobutyl)methanon C(C)C=1C=CC(=NC1C(F)(F)F)OC1CCC2(CN(C2)C(=O)C2CC(C2)(C)O)CC1